COC=1C=C(C=CC1OC)C=1C=CC=2N(C1)N=CC2C(=O)N2CC1(C2)CC(C1)N(C(=O)NC=1C=NC=C(C1)C(F)(F)F)C 1-(2-(6-(3,4-dimethoxyphenyl)pyrazolo[1,5-a]pyridine-3-carbonyl)-2-azaspiro[3.3]heptan-6-yl)-1-methyl-3-(5-(trifluoromethyl)pyridin-3-yl)urea